C1N(CC2C1CNC2)C(=O)N2CCCC2 (hexahydropyrrolo[3,4-c]pyrrole-2(1H)-yl)(pyrrolidin-1-yl)methanone